FC=1C=C(C=C2CC(CC12)C=O)NC(=O)[C@H]1N(CCC1)C(=O)OC(C)(C)C tert-butyl (2S)-2-[(7-fluoro-2-formyl-indan-5-yl)carbamoyl]pyrrolidine-1-carboxylate